4-({(2R,3R)-3-amino-2-[2-(aminomethyl)-5-methylbenzyl]butyl}oxy)-5-chloro-2-fluoro-N-(1,3-thiazol-2-yl)benzenesulfonamide N[C@@H]([C@H](COC1=CC(=C(C=C1Cl)S(=O)(=O)NC=1SC=CN1)F)CC1=C(C=CC(=C1)C)CN)C